N-(2-(methacryloyloxy)ethyl)-N,3-dimethyl-N-((perfluorophenyl)methyl)but-2-en-1-aminium chloride [Cl-].C(C(=C)C)(=O)OCC[N+](CC=C(C)C)(CC1=C(C(=C(C(=C1F)F)F)F)F)C